rel-ethyl (1S,2S)-2-(2',6'-difluoro[1,1'-biphenyl]-2-yl)-2-fluorocyclopropane-1-carboxylate FC1=C(C(=CC=C1)F)C1=C(C=CC=C1)[C@]1([C@@H](C1)C(=O)OCC)F |o1:14,15|